glutarnitrile C(CCCC#N)#N